2-[(1-methylsulfonylpiperidin-4-yl)methyl]-6-pyrazol-1-ylpyridazin-3-one CS(=O)(=O)N1CCC(CC1)CN1N=C(C=CC1=O)N1N=CC=C1